2-oxa-7-azaspiro[4.4]nonane-7-carboxamide C1OCCC12CN(CC2)C(=O)N